4-(4-(azetidin-3-ylamino)-6-chloro-8-fluoroquinazolin-7-yl)-7-fluorobenzo[d]thiazol-2-amine N1CC(C1)NC1=NC=NC2=C(C(=C(C=C12)Cl)C1=CC=C(C2=C1N=C(S2)N)F)F